C12C3OC3C(C(C1)C(=O)[O-])C2.[Hf+4].C21C3OC3C(C(C2)C(=O)[O-])C1.C12C3OC3C(C(C1)C(=O)[O-])C2.C21C3OC3C(C(C2)C(=O)[O-])C1 hafnium 3-oxatricyclo[3.2.1.02,4]octane-6-carboxylate